CC1NC(C2=C(C=3C=4C=CC=NC4C=CC3S2)NC1)=O 10-methyl-9,10,11,12-tetrahydro-8H-[1,4]diazepino[5',6':4,5]thieno[3,2-f]quinolin-8-one